C(CCCCC)C1(C2=CC=CC=C2C=2C=CC(=CC12)B(O)O)CCCCCC (9,9-di-n-hexyl-9H-fluoren-2-yl)boronic acid